N-[[(2S)-2-(3-cyanophenyl)oxetan-2-yl]methyl]-2-cyclohexyl-acetamide C(#N)C=1C=C(C=CC1)[C@]1(OCC1)CNC(CC1CCCCC1)=O